5-n-butyl-3-sec-butyl-1-isobutyl-4-hydroxy-pyrazole C(CCC)C1=C(C(=NN1CC(C)C)C(C)CC)O